4-(bis(4,5-dihydro-1H-benzo[g]indol-2-yl)methyl)-3,5-dimethylphenol N1C(=CC=2CCC3=C(C12)C=CC=C3)C(C3=C(C=C(C=C3C)O)C)C=3NC=1C2=C(CCC1C3)C=CC=C2